COC1=CC=C(CN(S(=O)(=O)C=2C=NN(C2)C(C(=O)OC)(C)C)CC2=CC=C(C=C2)OC)C=C1 methyl 2-(4-(N,N-bis(4-methoxybenzyl)sulfamoyl)-1H-pyrazol-1-yl)-2-methyl-propanoate